6-(chloromethyl)pyridazine ClCC1=CC=CN=N1